3-bromo-1-oxo-1,3-dihydroisobenzofuran-5-carbonitrile BrC1OC(C2=CC=C(C=C12)C#N)=O